3-chloro-2-[(6-chloro-3-morpholinesulfonyl-4-quinolinyl)amino]benzoic acid ClC=1C(=C(C(=O)O)C=CC1)NC1=C(C=NC2=CC=C(C=C12)Cl)S(=O)(=O)N1CCOCC1